COCC(C)N1C=C(C=C1)C(=O)O 1-(2-methoxy-1-methyl-ethyl)pyrrole-3-carboxylic acid